O=C1CCCNC1 5-oxo-1,2,3,4,5,6-hexahydropyridine